(5-(2-aminophenyl)thiazol-2-yl)-1-cyanopyrrolidine-3-carboxamide NC1=C(C=CC=C1)C1=CN=C(S1)C1N(CCC1C(=O)N)C#N